N-(((3aS,4R,7S,7aR)-2,2-dimethyl-7-((6-(trifluoromethyl)pyrazin-2-yl)amino)tetrahydro-4H-[1,3]dioxolo[4,5-c]pyran-4-yl)methyl)bicyclo[1.1.1]pentane-1-carboxamide CC1(O[C@H]2[C@H]([C@H](OC[C@@H]2NC2=NC(=CN=C2)C(F)(F)F)CNC(=O)C23CC(C2)C3)O1)C